O(C#N)C1=C(C=CC=C1)[N+](=O)[O-] cyanatonitrobenzene